2-methyl-7-nitro-4H-benzopyran-4-one CC=1OC2=C(C(C1)=O)C=CC(=C2)[N+](=O)[O-]